C1(CC1)S(=O)(=O)NC=1SC=C(N1)C(C(=O)NC1=CC=C(C=C1)C1=NC(=CN=C1)C(C)(C)OC)CC 2-(2-(cyclopropanesulfonamido)thiazol-4-yl)-N-(4-(6-(2-methoxypropan-2-yl)pyrazin-2-yl)phenyl)butanamide